(+)-(4aR,8aS)-6-[3-[[2,4-bis(Trifluoromethyl)phenyl]methoxy]azetidine-1-carbonyl]-4,4a,5,7,8,8a-hexahydropyrido[4,3-b][1,4]oxazin-3-one FC(C1=C(C=CC(=C1)C(F)(F)F)COC1CN(C1)C(=O)N1C[C@@H]2[C@@H](OCC(N2)=O)CC1)(F)F